1-(4-aminophenyl)-5-(3,4-dimethoxyphenyl)-3-(trifluoromethyl)-1H-pyrazole-4-carbonitrile NC1=CC=C(C=C1)N1N=C(C(=C1C1=CC(=C(C=C1)OC)OC)C#N)C(F)(F)F